Cl.C(C)OC(C[C@@H](C=1C=C(C=C(C1F)C)C1=C(C=C(C=C1C)C)C)N)=O.OCC=1C(=CC(=C2C=CC=NC12)C1=CC=C(C=C1)OC(F)(F)F)CNC(C=C)=O N-[[8-(hydroxymethyl)-5-[4-(trifluoromethoxy)phenyl]-7-quinolyl]methyl]prop-2-enamide ethyl-(S)-3-amino-3-(4-fluoro-2',4',5,6'-tetramethyl-[1,1'-biphenyl]-3-yl)propanoate hydrochloride